dimethylanilinium tetra(2,6-ditrifluoromethylphenyl)borate FC(C1=C(C(=CC=C1)C(F)(F)F)[B-](C1=C(C=CC=C1C(F)(F)F)C(F)(F)F)(C1=C(C=CC=C1C(F)(F)F)C(F)(F)F)C1=C(C=CC=C1C(F)(F)F)C(F)(F)F)(F)F.C[NH+](C1=CC=CC=C1)C